[Si](C)(C)(C(C)(C)C)OC(CN1C(NC2(C1)CCN(CC2)C(=O)OC(C)(C)C)=O)C2=NN1C(C(=CC(=C1)OCC1(CC1)C1=CC=CC=C1)C)=N2 tert-butyl 3-(2-((tert-butyldimethylsilyl)oxy)-2-(8-methyl-6-((1-phenylcyclopropyl)methoxy)-[1,2,4]triazolo[1,5-a]pyridin-2-yl)ethyl)-2-oxo-1,3,8-triazaspiro[4.5]decane-8-carboxylate